BrC=1C=CC(=C(C(=O)N)C1)NC 5-bromo-2-(methylamino)benzamide